1-(4-(4-morpholinyl-6-(5-(morpholinomethyl)thiophen-2-yl)-1,3,5-triazin-2-yl)phenyl)-3-(pyrimidin-4-ylmethyl)urea N1(CCOCC1)C1=NC(=NC(=N1)C=1SC(=CC1)CN1CCOCC1)C1=CC=C(C=C1)NC(=O)NCC1=NC=NC=C1